N-(4-(methylsulfonyl)but-3-en-2-yl)-4-phenoxy-2-(tetrahydro-2H-pyran-4-yl)pyrimidine-5-carboxamide CS(=O)(=O)C=CC(C)NC(=O)C=1C(=NC(=NC1)C1CCOCC1)OC1=CC=CC=C1